tantalum-niobium [Nb].[Ta]